C(CC)N1C(CCC1=C)=O 1-n-propyl-5-methylene-2-pyrrolidon